N-(5,6-Dimethoxy-benzothiazol-2-yl)-2-(4-ethanesulfonyl-phenyl)-2-isobutylamino-acetamide COC=1C(=CC2=C(N=C(S2)NC(C(NCC(C)C)C2=CC=C(C=C2)S(=O)(=O)CC)=O)C1)OC